1-(5-bromo-2-chloro-phenyl)hexahydropyrimidine-2,4-dione BrC=1C=CC(=C(C1)N1C(NC(CC1)=O)=O)Cl